FC=1C=C(C=C(C1)F)COC(=O)NC(C(=O)O)CCN(CCCCC1=NC=2NCCCC2C=C1)CCOC 2-[(3,5-difluorophenyl)methoxycarbonylamino]-4-[2-methoxyethyl-[4-(5,6,7,8-tetrahydro-1,8-naphthyridin-2-yl)butyl]amino]butanoic acid